3-(5-((2-Cyclopropyl-2-azaspiro[3.3]heptan-6-yl)oxy)pyridin-2-yl)-N-(3-methylpyridin-2-yl)-1,2,4-thiadiazol-5-amine C1(CC1)N1CC2(C1)CC(C2)OC=2C=CC(=NC2)C2=NSC(=N2)NC2=NC=CC=C2C